calcium gallium molybdenum [Mo].[Ga].[Ca]